NC=1C=C(C=CC1)C(CO)(C)C 2-(3-aminophenyl)-2-methylpropan-1-ol